methyl 3-methyl-6-oxo-2-{[2-(trimethylsilyl)ethoxy]methyl}-2H,4H,5H,6H-cyclopenta[c]pyrazole-5-carboxylate CC1=C2C(=NN1COCC[Si](C)(C)C)C(C(C2)C(=O)OC)=O